FC1(CCC2=C1N=C(N=C2C=2C=CC1=C(S(CCO1)(=O)=N)C2)N2[C@H]([C@@H](C2)O)C)F (2S,3R)-1-[7,7-difluoro-4-(4-imino-4-oxo-2,3-dihydro-1,4λ6-benzoxathiin-6-yl)-5,6-dihydrocyclopenta[d]pyrimidin-2-yl]-2-methyl-azetidin-3-ol